N1=C(C=CC=C1)C1=CC(=NN1)C(=O)OCC Ethyl 5-(pyridin-2-yl)-1H-pyrazole-3-carboxylate